C1(CC1)C1=CC(=C(NC2=C(C(=O)N)C=C(C(=C2F)F)CC2=C(C(=NC=C2)NS(NC)(=O)=O)F)C=C1)F 2-(4-Cyclopropyl-2-fluoroanilino)-3,4-difluoro-5-[[3-fluoro-2-(methylsulfamoylamino)pyridin-4-yl]methyl]benzamide